6-bromo-5-fluoro-N,N-dimethyl-2,3-dihydro-1H-inden-1-amine BrC1=C(C=C2CCC(C2=C1)N(C)C)F